(difluoromethyl)-3-fluoropyridin FC(F)C1=NC=CC=C1F